CN1CCC(CC1)N 1-methyl-4-aminopiperidine